N[C@@H](CCCNC(C1=NC=CN=C1)=O)C(NCCCC[C@H](NC(N[C@@H](CCC(=O)OC(C)(C)C)C(=O)OC(C)(C)C)=O)C(=O)OC(C)(C)C)=O tri-tert-butyl (6S,13S,17S)-6-amino-1,7,15-trioxo-1-(pyrazin-2-yl)-2,8,14,16-tetraazanonadecane-13,17,19-tricarboxylate